palladium-platinum-copper [Cu].[Pt].[Pd]